(1R,3S,5R)-2-(2-(3-acetyl-5-(2-(hydroxymethyl)pyrimidin-5-yl)-7-methyl-1H-indazol-1-yl)acetyl)-N-(6-bromo-5-fluoropyridin-2-yl)-5-methyl-2-azabicyclo[3.1.0]hexane-3-carboxamide C(C)(=O)C1=NN(C2=C(C=C(C=C12)C=1C=NC(=NC1)CO)C)CC(=O)N1[C@@H]2C[C@@]2(C[C@H]1C(=O)NC1=NC(=C(C=C1)F)Br)C